N1C(C(=O)C2=CC=CC=C12)=N Isatin Imine